(7R)-7-benzyl-9-(cyclohexylmethyl)-N-(3,3-diphenylpropyl)-4,8-dioxooctahydropyrimido[1,2-a][1,4]diazepine-1(2H)-carboxamide C(C1=CC=CC=C1)[C@H]1C(N(CC2N(C1)C(CCN2C(=O)NCCC(C2=CC=CC=C2)C2=CC=CC=C2)=O)CC2CCCCC2)=O